1-bromo-2-(cyclopropylsulfonyl)-4-iodobenzene BrC1=C(C=C(C=C1)I)S(=O)(=O)C1CC1